5-(1-benzyl-1H-pyrazol-4-yl)-1-methyl-4-(2,2,2-trifluoroethoxy)pyridine-2(1H)-one C(C1=CC=CC=C1)N1N=CC(=C1)C=1C(=CC(N(C1)C)=O)OCC(F)(F)F